COC(=O)C1=C(NC(=C(C1C1=C(C=CC=C1)[N+](=O)[O-])C(=O)OC)C)C 2,6-dimethyl-4-(2-nitrophenyl)-1,4-dihydropyridine-3,5-dicarboxylic acid 3,5-dimethyl ester